O=C1CO[C@@]2(CCCN(C2)C([C@@H](C)C2=CC=CC=C2)=O)CCN1 (S)-9-oxo-2-((S)-2-phenylpropanoyl)-7-oxa-2,10-diazaspiro[5.6]dodecan